C(CC(=O)OS(=O)(=O)O)C(=O)N Sulfosuccinamate